O1C(=NN=C1)C(=O)OC methyl 1,3,4-oxadiazole-2-carboxylate